dihydrophenazine C1CC2=NC3=CC=CC=C3N=C2C=C1